C(CO)(=O)[O-].[Ca+2].C(CO)(=O)[O-] Calcium glycolat